1,3,3-trimethyl-1-(aminomethyl)-2-aminocyclohexane CC1(C(C(CCC1)(C)C)N)CN